3-((4-(pyridin-4-yl)phenyl)amino)benzamide N1=CC=C(C=C1)C1=CC=C(C=C1)NC=1C=C(C(=O)N)C=CC1